1-(2-aminothiazol-5-yl)ethan-1-one NC=1SC(=CN1)C(C)=O